rac-(4aR,8aS)-6-[4-[[4-(trifluoromethyl)phenyl]methyl]piperidine-1-carbonyl]-4,4a,5,7,8,8a-hexahydropyrido[4,3-b][1,4]oxazin-3-one FC(C1=CC=C(C=C1)CC1CCN(CC1)C(=O)N1C[C@@H]2[C@@H](OCC(N2)=O)CC1)(F)F |r|